bis(2,4-di-tert-butylphenoxy)phosphane C(C)(C)(C)C1=C(OPOC2=C(C=C(C=C2)C(C)(C)C)C(C)(C)C)C=CC(=C1)C(C)(C)C